O=C1NC(CCC1N1C(C2=CC(=CC(=C2C1)N1CCN(CC1)CC1CCC(CC1)CNC(OC(C)(C)C)=O)F)=O)=O tert-butyl (((1r,4r)-4-((4-(2-(2,6-dioxopiperidin-3-yl)-6-fluoro-1-oxoisoindolin-4-yl)piperazin-1-yl)methyl)cyclohexyl)methyl)carbamate